2-(difluoromethoxy)-4-[4-(difluoromethyl)-2-methyl-6-(1-propylpyrazol-4-yl)indazol-3-yl]-6-methoxybenzamide FC(OC1=C(C(=O)N)C(=CC(=C1)C=1N(N=C2C=C(C=C(C12)C(F)F)C=1C=NN(C1)CCC)C)OC)F